[N+](=O)([O-])C1=CC2=C(N(N=N2)C2OCCCC2)C=C1 5-nitro-1-(tetrahydro-2H-pyran-2-yl)-1H-benzo[d][1,2,3]triazole